boron ethylene glycol C(CO)O.[B]